2,7-Dimethyl-2-(4-methyl-3-pentenyl)-2H-1-benzopyran-5-ol CC1(OC=2C(C=C1)=C(C=C(C2)C)O)CCC=C(C)C